COC(=O)C=1C(=NC=C(C1)Cl)OCC(F)(F)F.N1N=CC=2C1=NC=C(C2)C#CC=2C=C(C(=O)NC1=CC(=C(C=C1)CN1CCN(CC1)C)C(F)(F)F)C=CC2 3-(2-(1H-pyrazolo[3,4-b]pyridin-5-yl)ethynyl)-N-(4-((4-methylpiperazin-1-yl)methyl)-3-(trifluoromethyl)phenyl)benzamide methyl-5-chloro-2-(2,2,2-trifluoroethoxy)pyridine-3-carboxylate